C[C@H](CCC[C@@H](C)C(=O)[O-])[C@H]1CC[C@@H]2[C@@]1(CC[C@H]3[C@H]2CC=C4[C@@]3(CC[C@@H]([C@@H]4O)O)C)C The molecule is a steroid acid anion that is the conjugate base of (25R)-3beta,4beta-dihydroxycholest-5-en-26-oic acid, obtained by deprotonation of the carboxy group; major species at pH 7.3. It has a role as a human xenobiotic metabolite. It is a conjugate base of a (25R)-3beta,4beta-dihydroxycholest-5-en-26-oic acid.